[N+](#[C-])C1=CC=C(C(=O)OCC(=O)NC2=CC(=CC=C2)C#C)C=C1 2-((3-ethynylphenyl)amino)-2-oxoethyl 4-isocyanobenzoate